(2E)-3-(2-chlorophenyl)-1-{6-methoxy-1-methyl-1H,2H,3H,4H,9H-pyrido[3,4-b]indol-2-yl}prop-2-en-1-one ClC1=C(C=CC=C1)/C=C/C(=O)N1C(C=2NC3=CC=C(C=C3C2CC1)OC)C